N-[(1S)-1-[3-(2-aminopyrimidin-5-yl)phenyl]ethyl]-6-(4-chloro-3,5-difluorophenyl)-2-methylpyrimidin NC1=NC=C(C=N1)C=1C=C(C=CC1)[C@H](C)N1C(N=CC=C1C1=CC(=C(C(=C1)F)Cl)F)C